1-(4-(2-(3-(4-(tert-butyl)piperazin-1-yl)-5-chlorophenyl)-3-hydroxy-6-meth-ylpyridin-4-yl)-2-chlorophenyl)-3-methyl-1,3-dihydro-2H-imidazol-2-one C(C)(C)(C)N1CCN(CC1)C=1C=C(C=C(C1)Cl)C1=NC(=CC(=C1O)C1=CC(=C(C=C1)N1C(N(C=C1)C)=O)Cl)C